(3-(3-(4-(dimethylamino)piperidin-1-yl)-4-nitrobenzoyl)indolizin-8-yl)boronic acid CN(C1CCN(CC1)C=1C=C(C(=O)C2=CC=C3C(=CC=CN23)B(O)O)C=CC1[N+](=O)[O-])C